methyl[1,1':3',1''-terphenyl] CC1=C(C=CC=C1)C1=CC(=CC=C1)C1=CC=CC=C1